C(C)(C)O[Si](C)(C)C[Mg]Cl ((Isopropoxydimethylsilyl)methyl)magnesium chloride